1-bromo-2-(difluoromethyl)benzene BrC1=C(C=CC=C1)C(F)F